(1S)-1-[(2-amino-6-fluoroquinolin-3-yl)oxy]ethyl-5-(1H-pyrazol-1-yl)pyridin-2-ol NC1=NC2=CC=C(C=C2C=C1O[C@@H](C)C=1C(=NC=C(C1)N1N=CC=C1)O)F